(3R)-11-(5-chloro-2,4-difluorophenyl)-8-((3S,5R)-3,5-dimethylpiperazin-1-yl)-3-methoxy-10-(trifluoromethyl)-3,4-dihydro-2H,6H-[1,4]thiazepino[2,3,4-ij]quinazolin-6-one ClC=1C(=CC(=C(C1)C1=C(C=C2C(=NC(N3C2=C1SC[C@@H](C3)OC)=O)N3C[C@@H](N[C@@H](C3)C)C)C(F)(F)F)F)F